((2S,6R)-6-(6-(2-cyanopropoxy)-2-isobutyramido-9H-purin-9-yl)-4-tritylmorpholin-2-yl)methyl dimethyl-phosphoramidochloridate CN(P(OC[C@@H]1CN(C[C@@H](O1)N1C2=NC(=NC(=C2N=C1)OCC(C)C#N)NC(C(C)C)=O)C(C1=CC=CC=C1)(C1=CC=CC=C1)C1=CC=CC=C1)(=O)Cl)C